F[Sb-](F)(F)(F)(F)F.C1(=CC=CC=C1)S(C1=CC=C(C=C1)SC1=CC=C(C=C1)S(C1=CC=CC=C1)C1=CC=CC=C1)C1=CC=CC=C1 bis(4-(diphenylsulfanyl) phenyl) sulfide hexafluoroantimonate